(S)-5-chloro-2-(2-methyl-4-propylpiperazin-1-yl)pyridin-4-amine ClC=1C(=CC(=NC1)N1[C@H](CN(CC1)CCC)C)N